NCCOC1=C(C=C(C=C1)CC(=O)N)OC [4-(2-aminoethoxy)-3-methoxyphenyl]Acetamide